isobutyl (2-amino-5-(cyclopent-1-en-1-yl)phenyl)carbamate NC1=C(C=C(C=C1)C1=CCCC1)NC(OCC(C)C)=O